lithium 5-(2-amino-[1,2,4]triazolo[1,5-a]pyridin-7-yl)-2-ethylnicotinic acid salt NC1=NN2C(C=C(C=C2)C=2C=NC(=C(C(=O)[O-])C2)CC)=N1.[Li+]